3,2-dithiazinan-2-ide N1[SH-]SCCC1